(2-(3-chlorophenyl)acetyl)-L-leucine ClC=1C=C(C=CC1)CC(=O)N[C@@H](CC(C)C)C(=O)O